ClC1=C(C=CC(=C1)Cl)C1C(CC1)NC(=O)C=1C(=NC=CC1)C(F)(F)F N-[2-(2,4-dichlorophenyl)cyclobutyl]-2-(trifluoromethyl)-pyridine-3-carboxamide